FC1=NC=CC=C1C1=NOC=C1C 3-(2-fluoropyridin-3-yl)-4-methylisoxazole